CCCCCCCCCCCCCCCCCC(=O)NCCCC[C@H](C(=O)O)NC(=O)CC[C@H](C(=O)N)NC(=O)[C@H](C)NC(=O)[C@@H](C)O[C@@H]1[C@H]([C@@H](O[C@@H]([C@H]1O[C@H]2[C@@H]([C@H]([C@@H]([C@H](O2)CO)O)O)NC(=O)C)CO)O)NC(=O)C The molecule is a glycopeptidolipid consisting of L-lysine, to the N-2 of which is attached an N-acetyl-beta-D-glucosaminyl-(1->4)-N-acetylmuramoyl moiety connected to the amino terminus of the dipeptide L-alanyl-D-isoglutamine, and to the N-6 of which is attached a stearoyl group. It has a role as an epitope. It is a N-acetyl-beta-D-glycosaminyl glycopeptide, a glycopeptidolipid and a glucosamine oligosaccharide.